((benzyl(bis(4-(tributylsilyl)phenyl)phosphaneyl)amino)phosphanediyl)bis(2,1-phenylene) dimethanesulfonate CS(=O)(=O)OC1=C(C=CC=C1)P(C1=C(C=CC=C1)OS(=O)(=O)C)N(P(C1=CC=C(C=C1)[Si](CCCC)(CCCC)CCCC)C1=CC=C(C=C1)[Si](CCCC)(CCCC)CCCC)CC1=CC=CC=C1